NC=1C=C(C=CC1[N+](=O)[O-])N1CCN(CC1)C(=O)OC(C)(C)C tert-butyl 4-(3-amino-4-nitrophenyl)piperazine-1-carboxylate